BrC=1SC(=C(N1)C)C(=O)N1C[C@H]([C@@H](CC1)C(=O)N1CCC(CC1)(O)CN1C=NC2=C(C1=O)C=CN2C)C2=CC=CC=C2 3-{[1-({(3R,4R)-1-[(2-bromo-4-methyl-1,3-thiazol-5-yl)carbonyl]-3-phenylpiperidin-4-yl}carbonyl)-4-hydroxypiperidin-4-yl]methyl}-7-methyl-3,7-dihydro-4H-pyrrolo[2,3-d]pyrimidin-4-one